C1(CCC1)(C(=O)O)C(=O)O 1,1-cyclobutanedicarboxylic acid